2,6-bis[[3-(1,1-dimethylethyl)-2-hydroxy-5-methylphenyl]methyl]-4-methylphenol CC(C)(C)C=1C(=C(C=C(C1)C)CC1=C(C(=CC(=C1)C)CC1=C(C(=CC(=C1)C)C(C)(C)C)O)O)O